C1(CC1)C1=C(C=C(C=N1)C1=CC(=C2C(=N1)N=C(N2)C=2N=CC(=NC2)N2CCC(CC2)C(=O)O)N(C)CC2(CCCC2)COCC)C(F)(F)F 1-(5-{5-[6-cyclopropyl-5-(trifluoromethyl)pyridin-3-yl]-7-[{[1-(ethoxymethyl)cyclopentyl]methyl}(methyl)amino]-1H-imidazo[4,5-b]pyridin-2-yl}pyrazin-2-yl)piperidine-4-carboxylic acid